2-(5-Azetidin-1-yl-pyridin-2-ylamino)-6-bromo-8-cyclopentyl-8H-pyrido[2,3-d]pyrimidin-7-one N1(CCC1)C=1C=CC(=NC1)NC=1N=CC2=C(N1)N(C(C(=C2)Br)=O)C2CCCC2